NC1=C(C=C(C=2C(C3=CC=CC=C3C(C12)=O)=O)NC1=CC=C(C(=O)O)C=C1)N1CCN(CC1)C1CCCCC1 4-{[4-amino-3-(4-cyclohexylpiperazin-1-yl)-9,10-dioxo-9,10-dihydroanthracen-1-yl]amino}benzoic acid